phenyl (4-(4-(4-(((2S,4R)-2-(2,4-dichlorophenyl)-2-methyl-1,3-dioxolan-4-yl)methoxy)phenyl)piperazin-1-yl)phenyl)carbamate ClC1=C(C=CC(=C1)Cl)[C@]1(OC[C@H](O1)COC1=CC=C(C=C1)N1CCN(CC1)C1=CC=C(C=C1)NC(OC1=CC=CC=C1)=O)C